3-benzyl 1,2-di-tert-butyl (S)-tetrahydropyridazine-1,2,3-tricarboxylate N1(N([C@@H](CCC1)C(=O)OCC1=CC=CC=C1)C(=O)OC(C)(C)C)C(=O)OC(C)(C)C